Dimethyl 2-(1-(2-methyl-1H-pyrrol-1-yl)cyclopentane-1-carbonyl)malonate CC=1N(C=CC1)C1(CCCC1)C(=O)C(C(=O)OC)C(=O)OC